Tetra-tert-butyl 2,2',2'',2'''-(2-(4-((S)-2-amino-5-azidopentanamido)benzyl)-1,4,7,10-tetraazacyclododecane-1,4,7,10-tetrayl)tetraacetate N[C@H](C(=O)NC1=CC=C(CC2N(CCN(CCN(CCN(C2)CC(=O)OC(C)(C)C)CC(=O)OC(C)(C)C)CC(=O)OC(C)(C)C)CC(=O)OC(C)(C)C)C=C1)CCCN=[N+]=[N-]